FC(C(=O)O)(F)F.COC1=CC=2C3=C(C(=NC2C=C1OCCCN1CCCC1)C(C)C)CCCCN3 1-(3-{[10-methoxy-6-(propan-2-yl)-1H,2H,3H,4H,5H-azepino[3,2-c]quinolin-9-yl]oxy}propyl)pyrrolidine trifluoroacetate